(3,3-difluoroazetidin-1-yl)(1-hydroxy-6,6,9-trimethyl-3-pentyl-6H-benzo[c]chromen-2-yl)methanone FC1(CN(C1)C(=O)C=1C(=C2C3=C(C(OC2=CC1CCCCC)(C)C)C=CC(=C3)C)O)F